PIPERIDINIUM [NH2+]1CCCCC1